BrC1=CC=C(C(=O)[C@](C(=O)O)(O)[C@H](O)C(=O)O)C=C1 p-bromobenzoyl-D-tartaric acid